5-Bromo-7-(((2,4-dimethoxybenzyl)amino)methyl)chinolin-8-ol BrC1=C2C=CC=NC2=C(C(=C1)CNCC1=C(C=C(C=C1)OC)OC)O